4-chloro-8-fluorophthalazin-1(2H)-one ClC1=NNC(C2=C(C=CC=C12)F)=O